NC=1C=NC(=NC1)C(=O)NC[C@H]1NC([C@H](SCC1)C1=CC=C(C=C1)OC1=CC=C(C=C1)Cl)=O 5-amino-N-[[(2R,5S)-2-[4-(4-chlorophenoxy)phenyl]-3-oxo-1,4-thiazepan-5-yl]methyl]pyrimidine-2-carboxamide